O[C@H]1C[C@H](CCCC1)C=1C=C2C(=NC1)NC(N2C2CCN(CC2)C(C2=CC=C(C=C2)OC(F)(F)F)=O)=O |r| (rac)-cis-6-(3-hydroxycycloheptyl)-1-[1-[4-(trifluoromethoxy)benzoyl]-4-piperidyl]-3H-imidazo[4,5-b]pyridin-2-one